2,2'-dihydroxy-4-methoxybenzophenone OC1=C(C(=O)C2=C(C=CC=C2)O)C=CC(=C1)OC